C(C)OC(=O)C=1N(C=C(C1C)C(C)(O)C=1C=NC(=CC1)C(F)F)S(=O)(=O)C1=CC=C(C=C1)C 4-(1-(6-(difluoromethyl)pyridin-3-yl)-1-hydroxyethyl)-3-methyl-1-(4-methylbenzene-1-sulfonyl)-1H-pyrrole-2-carboxylic acid ethyl ester